1-(2-chloro-4-nitronaphthalen-1-yl)-4-methylpiperazine ClC1=C(C2=CC=CC=C2C(=C1)[N+](=O)[O-])N1CCN(CC1)C